N-[1-(6-chloro-1,3-benzothiazol-2-yl)-3-bicyclo[1.1.1]pentanyl]-3-(1-methylsulfonylcyclopropyl)-1,2,4-oxadiazole-5-carboxamide ClC1=CC2=C(N=C(S2)C23CC(C2)(C3)NC(=O)C3=NC(=NO3)C3(CC3)S(=O)(=O)C)C=C1